NC=1C=2N(C=CN1)C(=NC2C2=CC=C(C=C2)C(C)(C2=CC(=CC=C2)C(F)(F)F)O)[C@H]2CN1C(CC[C@@H]1CC2)=O (6R,8aS)-6-[8-amino-1-(4-{1-hydroxy-1-[3-(trifluoromethyl)phenyl]ethyl}phenyl)imidazo[1,5-a]pyrazin-3-yl]hexahydroindolizin-3(2H)-one